OCCCCCCCCCCCCCCCC1=C(C(CCC1(C)C)=O)C 3-(15-Hydroxypentadecyl)-2,4,4-trimethyl-2-cyclohexen-1-one